C12OC(CC2CC1)C(=O)N 2-oxabicyclo[3.2.0]heptane-3-carboxamide